methoxy-1H-pyrrolo[2,3-f]quinoline-2,7,9-tricarboxylic acid CON1C(=CC=2C1=C1C(=CC(=NC1=CC2)C(=O)O)C(=O)O)C(=O)O